CN1N=C(C=2C[C@H](CCC12)C(F)(F)F)C(=O)N[C@@H]1C(N(C2=C(OC1)C=CC=C2)C)=O (S)-1-methyl-N-((S)-5-methyl-4-oxo-2,3,4,5-tetrahydrobenzo[b][1,4]oxazepin-3-yl)-5-(trifluoromethyl)-4,5,6,7-tetrahydro-1H-indazole-3-carboxamide